4-(diethoxyethylsilyl)-N-[4-(diethoxyethylsilyl)butyl]-1-butylamine C(C)OC(C[SiH2]CCCCNCCCC[SiH2]CC(OCC)OCC)OCC